Dicaffeoylspermidin C(\C=C\C1=CC(O)=C(O)C=C1)(=O)N(CCCCNCCCN)C(\C=C\C1=CC(O)=C(O)C=C1)=O